(3R)-3-(4-benzylthio-3-methoxy-anilino)piperidine-1-carboxylic acid tert-butyl ester C(C)(C)(C)OC(=O)N1C[C@@H](CCC1)NC1=CC(=C(C=C1)SCC1=CC=CC=C1)OC